C1=CNC=2C1=C1C=3CCCCC3C(=NC1=CC2)C=2C(NC=CC2)=O 3-(8,9,10,11-tetrahydro-3H-pyrrolo[3,2-a]phenanthridin-7-yl)pyridin-2(1H)-one